NC1=C(C=C(C=C1)C(=O)NC)C(=O)NC 4-amino-N1,N3-dimethylbenzene-1,3-dicarboxamide